(1-(5-(2-((4-(trifluoromethyl)phenyl)amino)phenyl)-1,3,4-oxadiazol-2-yl)cyclopropyl)carbamate FC(C1=CC=C(C=C1)NC1=C(C=CC=C1)C1=NN=C(O1)C1(CC1)NC([O-])=O)(F)F